BrC\C=C/CC (Z)-1-Bromopent-2-Ene